NC1=NC=CC=C1C1=NC=2C(=NC(=CC2)C2=CC=CC=C2)N1C1=CC=C(CNC(C2=CN=CC(=C2)C#N)=O)C=C1 N-(4-(2-(2-aminopyridin-3-yl)-5-phenyl-3H-imidazo[4,5-b]pyridin-3-yl)benzyl)-5-cyanonicotinamide